N[C@@H](CC1=CN(C2=CC(=CC=C12)O)C1=CC=C(C(=O)O)C=C1)C(=O)O (S)-4-(3-(2-amino-2-carboxyethyl)-6-hydroxy-1H-indol-1-yl)benzoic acid